C(C)N1C=NC2=C1N=NC=C2C=2C=C(C(=CC2)F)C2=C(C=C(C=C2)S(=O)(=O)CC)COC 7-ethyl-4-(4'-(ethylsulfonyl)-6-fluoro-2'-(methoxymethyl)-[1,1'-biphenyl]-3-yl)7H-imidazo[4,5-c]Pyridazine